CC1=C(C=2N(C=C1C1=C(C=3N=C(SC3N1)C(=O)N1CCN(CC1)S(=O)(=O)C)C(C)C)N=CN2)C (5-(7,8-dimethyl-[1,2,4]triazolo[1,5-a]pyridin-6-yl)-6-isopropyl-4H-pyrrolo[3,2-d]thiazol-2-yl)(4-(methylsulfonyl)piperazin-1-yl)methanone